C1(CC1)N(C(=O)C=1C(=C(C(=CC1CCCCC)O)C1=C(C=CC(=C1)C)C(=C)C)O)C N-cyclopropyl-2,6-dihydroxy-N,5'-dimethyl-4-pentyl-2'-(prop-1-en-2-yl)-[1,1'-biphenyl]-3-carboxamide